1-(tert-butyl) 2-methyl 4-methoxy-1H-indole-1,2-dicarboxylate COC1=C2C=C(N(C2=CC=C1)C(=O)OC(C)(C)C)C(=O)OC